NC1(CC1)C=1N=C(SC1)C(=O)C1=CNC2=CC(=CC=C12)F (4-(1-aminocyclopropyl)thiazol-2-yl)(6-fluoro-1H-indol-3-yl)methanone